C1(CC1)OCCOC=1C=C2C(=NC(=NC2=C(C1OC)F)C)N[C@H](C)C=1C(=C(C=CC1)C(C(C)(O)C)(F)F)F (R)-1-(3-(1-((6-(2-cyclopropyloxyethoxy)-8-fluoro-7-methoxy-2-methyl-quinazolin-4-yl)amino)ethyl)-2-fluorophenyl)-1,1-difluoro-2-methylpropan-2-ol